O=C1NC(CCC1N1C(C2=CC=CC(=C2C1=O)N1CC(CCC1)CC(=O)O)=O)=O 2-{1-[2-(2,6-dioxopiperidin-3-yl)-1,3-dioxo-2,3-dihydro-1H-isoindol-4-yl]piperidin-3-yl}acetic acid